C(#N)C1=C(C=CC(=C1)F)N1CC2(C1)OCC(C2)OC=2C=CC(=NC2C(=O)O)C=2C(=NC=CC2)OCC 5-((2-(2-cyano-4-fluorophenyl)-5-oxa-2-azaspiro[3.4]octan-7-yl)oxy)-2'-ethoxy-[2,3'-bipyridine]-6-carboxylic acid